5-((1-(2-Methoxy-4-(pyrrolidin-1-ylmethyl)phenyl)-1H-imidazol-4-yl)amino)pyrazine-2-carbonitrile COC1=C(C=CC(=C1)CN1CCCC1)N1C=NC(=C1)NC=1N=CC(=NC1)C#N